FC(C1=C(C=C2C=CN(C2=C1)C1=C2C=C(C(N(C2=CC(=C1)OC)C)=O)C)C=1C=NN(C1)C)F 5-(6-(difluoromethyl)-5-(1-methyl-1H-pyrazol-4-yl)indol-1-yl)-7-methoxy-1,3-dimethylquinolin-2(1H)-one